C(C1=CC=CC=C1)(=O)C[Sn](C)(C(C)C)C(C)C benzoyl-diisopropyl-dimethyl-tin